ClC=1C(=NC2=CC=CC=C2C1)N(CC1=CC=C(C=C1)OC)CC1=CC=C(C=C1)OC 3-chloro-N,N-bis(4-methoxybenzyl)quinolin-2-amine